O=S1(CCC(CC1)NC1=CC=C(C=C1)B(O)O)=O [4-[(TETRAHYDRO-1,1-DIOXIDO-2H-THIOPYRAN-4-YL)AMINO]PHENYL]-BORONIC ACID